FC1=C(C=C(C=C1)OC(C)C)C1=CC=C2C(C(COC2=C1)(C)C)NC(O[C@@H]1CN2CCC1CC2)=O (S)-quinuclidin-3-yl (7-(2-fluoro-5-isopropoxyphenyl)-3,3-dimethylchroman-4-yl)carbamate